4-(2,6-dichloro-4-((3,3-dichloroallyl)oxy)phenoxy)butane-1-amine hydrochloride Cl.ClC1=C(OCCCCN)C(=CC(=C1)OCC=C(Cl)Cl)Cl